N-(2-(1H-1,2,4-triazol-1-yl)ethyl)-4-chloro-N-methyl-[1,1'-biphenyl]-2-amine N1(N=CN=C1)CCN(C=1C(=CC=C(C1)Cl)C1=CC=CC=C1)C